7-((2s,5r)-4-(1-(3-cyclopropylquinoxalin-6-yl)ethyl)-2,5-dimethylpiperazin-1-yl)-4-methyl-2-(tetrahydro-2H-pyran-2-yl)-2,4-dihydro-5H-pyrazolo[4,3-b]pyridin-5-one C1(CC1)C=1C=NC2=CC=C(C=C2N1)C(C)N1C[C@@H](N(C[C@H]1C)C=1C=2C(N(C(C1)=O)C)=CN(N2)C2OCCCC2)C